C(C)(C)(C)S(=O)\N=C\C1=C(C=C2CCCCN12)C(=O)OC (E)-Methyl 3-((tert-Butylsulfinylimino)methyl)-5,6,7,8-tetrahydroindolizine-2-carboxylate